5-amino-6,8-dimethyl-2,3-dihydrophthalazine-1,4-dione NC1=C2C(NNC(C2=C(C=C1C)C)=O)=O